CNC(O[C@@H]1CC[C@H](CC1)C(N(C[C@@H]1CC[C@H](CC1)C1=CC(=C(C=C1)OC)C)C1=CC(=CC=C1)C=1N=C(OC1)C1CC1)=O)=O trans-4-((3-(2-Cyclopropyloxazol-4-yl)phenyl)((trans-4-(4-methoxy-3-methylphenyl)cyclohexyl)methyl) carbamoyl)cyclohexyl methylcarbamate